C(C)(C)(C)OC(NCCCN1C(CNCC1)=O)=O.CNC(C1=NC=C(C=C1)N1CC2(C1)CNC2)=O N-methyl-5-(2,6-diazaspiro[3.3]heptan-2-yl)picolinamide tert-butyl-N-[3-(2-oxopiperazin-1-yl)propyl]carbamate